3,3a,4,5,6,7-hexahydro-benzo[c]isoxazole N=1OCC2C1CCCC2